7-isopropyl-4-(1-(1-isopropylpiperidin-4-yl)-1H-pyrazol-4-yl)-11-oxo-2,6,7,11-tetrahydro-1H-furo[2,3-H]pyrido[2,1-a]isoquinoline-10-carboxylic acid C(C)(C)C1N2C(C=3C4=C(C(=CC3C1)C=1C=NN(C1)C1CCN(CC1)C(C)C)OCC4)=CC(C(=C2)C(=O)O)=O